1,2-bis(4-aminophenoxy)pentane NC1=CC=C(OCC(CCC)OC2=CC=C(C=C2)N)C=C1